1-(4-(4-Fluoro-2-methylphenyl)piperidin-1-yl)-2-(3-((3S,4S)-3-fluoro-4-hydroxypiperidin-1-carbonyl)-5,6-dihydrocyclopenta[c]pyrazol-1(4H)-yl)ethanon FC1=CC(=C(C=C1)C1CCN(CC1)C(CN1N=C(C2=C1CCC2)C(=O)N2C[C@@H]([C@H](CC2)O)F)=O)C